6-(3-fluoro-4-(4-isopropylpiperazin-1-yl)phenyl)-1,4-dimethyl-2-(4-(methylsulfonyl)phenyl)-1H-pyrrolo[3,2-c]pyridine FC=1C=C(C=CC1N1CCN(CC1)C(C)C)C1=CC2=C(C(=N1)C)C=C(N2C)C2=CC=C(C=C2)S(=O)(=O)C